C(C)SNC(C1=CC=CC=C1)=O N-(ethylthio)benzamide